N-((4-(1,2-dihydroxyethyl)-1-(4-(trifluoromethoxy)phenyl)-1H-pyrazolo[3,4-b]pyridin-3-yl)methyl)-N-methylacrylamide OC(CO)C1=C2C(=NC=C1)N(N=C2CN(C(C=C)=O)C)C2=CC=C(C=C2)OC(F)(F)F